methyl (E)-3-(2-ethynyl-6-fluorophenyl)acrylate C(#C)C1=C(C(=CC=C1)F)/C=C/C(=O)OC